(2R,4R)-6-chloro-4-hydroxy-N-[3-(4-{3-[(trifluoromethoxy)methyl]azetidin-1-yl}-1H-pyrazol-1-yl)bicyclo[1.1.1]pentan-1-yl]-3,4-dihydro-2H-1-benzopyran-2-carboxamide ClC=1C=CC2=C([C@@H](C[C@@H](O2)C(=O)NC23CC(C2)(C3)N3N=CC(=C3)N3CC(C3)COC(F)(F)F)O)C1